2-(1-(2,5-Difluorophenyl)-6-(6-((1-methylpiperidin-4-yl)methoxy)naphthalen-2-yl)hex-3,5-diyn-1-yl)isoindolin-1-one FC1=C(C=C(C=C1)F)C(CC#CC#CC1=CC2=CC=C(C=C2C=C1)OCC1CCN(CC1)C)N1C(C2=CC=CC=C2C1)=O